(R)-N-((S)-1'-(3-bromoimidazo[1,5-a]pyrazin-8-yl)-1,3-dihydrospiro[indene-2,4'-piperidin]-1-yl)-2-methylpropane-2-sulfinamide BrC1=NC=C2N1C=CN=C2N2CCC1(CC2)[C@@H](C2=CC=CC=C2C1)N[S@](=O)C(C)(C)C